cyclopropyl(3-iodo-1-methyl-1H-pyrazol-5-yl)methanol C1(CC1)C(O)C1=CC(=NN1C)I